(S)-1-(1-(3-bromopyridin-2-yl)ethoxy)propan-2-one BrC=1C(=NC=CC1)[C@H](C)OCC(C)=O